ClC=1C(=NC(=NC1)NC=1C=C(C=NC1)N1C(CCC1)=O)C1CCN(CC1)C(=O)C1CCCC1 1-(5-((5-chloro-4-(1-(cyclopentanecarbonyl)piperidin-4-yl)pyrimidin-2-yl)amino)pyridin-3-yl)pyrrolidin-2-one